ClC1=C(C=C(C(=C1)OC)C1=C(C=CC=C1C)C)C=O 4-chloro-6-methoxy-2',6'-dimethyl-[1,1'-biphenyl]-3-carbaldehyde